1,1,1-trifluoromethanesulfonamide FC(S(=O)(=O)N)(F)F